CN(C=1SC2=C(N1)C=CC(=C2)C2=CC1=CN(N=C1C=C2)C)C2CNCC2 N-Methyl-6-(2-methyl-2H-indazol-5-yl)-N-(pyrrolidin-3-yl)-1,3-benzothiazol-2-amin